F[B-](F)(F)F.C(C)N1C=CC=C1 N-ethyl-pyrrole tetrafluoroborate